2-{5-[Methyl(piperidin-4-yl)amino][1,3]thiazolo[5,4-d][1,3]thiazol-2-yl}-5-[1-(2H3)methyl-1H-pyrazol-4-yl]phenol Hydrochlorid Cl.CN(C=1SC2=C(N1)SC(=N2)C2=C(C=C(C=C2)C=2C=NN(C2)C([2H])([2H])[2H])O)C2CCNCC2